((4-(4-methyl-3-pentenyl)-3-cyclohexenyl)methoxy)-1,1'-biphenyl CC(=CCCC1=CCC(CC1)COC1=C(C=CC=C1)C1=CC=CC=C1)C